methyl (Z)-1-(4-amino-2-fluorobut-2-en-1-yl)-4-(3-(N-isopropylsulfamoyl)-4-methoxyphenyl)-1H-benzo[d]imidazol-6-carboxylate NC\C=C(\CN1C=NC2=C1C=C(C=C2C2=CC(=C(C=C2)OC)S(NC(C)C)(=O)=O)C(=O)OC)/F